FC(C1CC(NC1)C(=O)N)(C1=CC=C(C=C1)F)F 4-(difluoro(4-fluorophenyl)methyl)pyrrolidine-2-carboxamide